2-(6-aminobenzofurano[2,3-b]pyridin-7-yl)propan-2-ol NC=1C(=CC2=C(C1)C=1C(=NC=CC1)O2)C(C)(C)O